(3,5-dichloro-4-((5,5-dimethyl-6-oxo-6,7-dihydro-5H-pyrrolo[2,3-c]pyridazin-3-yl)oxy)phenyl)-3,5-dioxo-2,3,4,5-tetrahydro-1,2,4-triazine-6-carbonitrile ClC=1C=C(C=C(C1OC1=CC2=C(N=N1)NC(C2(C)C)=O)Cl)N2N=C(C(NC2=O)=O)C#N